C(CCCCC)OC(CCCCCC)=O heptanoic acid hexyl ester